BrC1=CC=C(C=C1)N1C(N(C2(C1)CCN(CC2)S(=O)(=O)C)CC2=CC(=CC=C2)OC)=O 3-(4-bromophenyl)-1-(3-methoxybenzyl)-8-(methylsulfonyl)-1,3,8-triazaspiro[4.5]decan-2-one